BrC1=NC=C(C=C1)C(C)(C)OC 2-bromo-5-(2-methoxypropan-2-yl)pyridine